FC(C(=O)N)(C1=CC=C(C=C1)C(C)(C)F)F difluoro-2-(4-(2-fluoropropan-2-yl)phenyl)acetamide